FC1=CC=C(C=C1)C1=C(C(=NC2=C(C3=C(C=C12)C=NN3)C)C=3C=CC(=NC3OC)C(=O)N)C(C)C 5-[5-(4-fluorophenyl)-6-isopropyl-9-methyl-1H-pyrazolo[4,3-g]Quinolin-7-yl]-6-methoxy-pyridine-2-carboxamide